5-chloro-2-(4-{[(3R)-1-methylpiperidin-3-yl]amino}imidazo[1,5-d][1,2,4]triazin-1-yl)phenol ClC=1C=CC(=C(C1)O)C=1C=2N(C(=NN1)N[C@H]1CN(CCC1)C)C=NC2